(9-ETHYL-9H-CARBAZOL-3-YL)BORONIC ACID C(C)N1C2=CC=CC=C2C=2C=C(C=CC12)B(O)O